((1R,5S,6s)-6-((4-(2-aminopropan-2-yl)-5-chloro-6-(4-fluorophenyl)pyridin-2-yl)oxy)-3-azabicyclo[3.1.0]hexan-3-yl)(3-methyl-1-(pyrimidin-2-yl)-1H-pyrazol-4-yl)methanone NC(C)(C)C1=CC(=NC(=C1Cl)C1=CC=C(C=C1)F)OC1[C@@H]2CN(C[C@H]12)C(=O)C=1C(=NN(C1)C1=NC=CC=N1)C